NC1=CC=C(C=C1)C1N=C(C=2N(C1)C=CC2)C2=CC(=C(C(=C2)OC)OC)OC (4-aminophenyl)-1-(3,4,5-trimethoxyphenyl)-3,4-dihydropyrrolo[1,2-a]pyrazine